2-(4-fluorophenyl)-4-(1-methyl-1H-pyrazol-3-yl)pyrimidine-5-carbonitrile FC1=CC=C(C=C1)C1=NC=C(C(=N1)C1=NN(C=C1)C)C#N